ClC=1C(=C2C=NNC2=C(C1F)C1COC(C1)(C)C)C=1N=CC=2N(C1)C=C(N2)NC(=O)[C@H]2[C@H](C2)F (1S,2S)-N-(6-(5-chloro-7-(5,5-dimethyltetrahydrofuran-3-yl)-6-fluoro-1H-indazol-4-yl)imidazo[1,2-a]pyrazin-2-yl)-2-fluorocyclopropane-1-carboxamide